(2R,5S)-5-(4-Chlorobenzyl)-4-(4-(2-methyl-2H-1,2,3-triazol-4-yl)cyclohexyl)-2-((methylsulfonyl)methyl)morpholin ClC1=CC=C(C[C@H]2CO[C@H](CN2C2CCC(CC2)C2=NN(N=C2)C)CS(=O)(=O)C)C=C1